C1(=CC=CC=C1)CP(N[C@@H](CCC(=O)O)C(=O)O)O N-[(phenylmethyl)hydroxyphosphino]glutamic acid